(R)-1-(6-(6-(trifluoromethyl)imidazo[1,2-b]pyridazin-3-yl)pyrimidin-4-yl)piperidine-3-carboxylic acid FC(C=1C=CC=2N(N1)C(=CN2)C2=CC(=NC=N2)N2C[C@@H](CCC2)C(=O)O)(F)F